FC=1C=C(C=CC1C=1C(N(C=CC1)C)=O)CN1C(=NC(C=C1O)=O)C1=NN(C=C1)C(C)C {[3-fluoro-4-(1-methyl-2-oxo-1,2-dihydropyridin-3-yl)phenyl]methyl}-6-hydroxy-2-[1-(propan-2-yl)-1H-pyrazol-3-yl]-1,4-dihydropyrimidin-4-one